O=C1C(=C(C=NN1COCC[Si](C)(C)C)N[C@H](C=O)CC)C(F)(F)F (S,E)-2-((6-oxo-5-(trifluoromethyl)-1-((2-(trimethylsilyl)ethoxy)methyl)-1,6-Dihydropyridazin-4-yl)amino)butyraldehyde